FC(C1=CC(=NC2=CC=CC=C12)C(=O)N)(F)F 4-(trifluoromethyl)quinoline-2-carboxamide